(S)-2-((4-(3-(4-chloro-2-fluorobenzyloxy)-4,5-difluorophenyl)-5,6-dihydropyridin-1(2H)-yl)methyl)-1-(oxetan-2-ylmethyl)-1H-benzo[d]imidazole-6-carboxylic acid ClC1=CC(=C(COC=2C=C(C=C(C2F)F)C2=CCN(CC2)CC2=NC3=C(N2C[C@H]2OCC2)C=C(C=C3)C(=O)O)C=C1)F